FC1=C(C=C(C=C1)NC(=O)[C@@H]1CN(C[C@@H]1C)C(=O)C=1NC(=CC1)C=1C(=NNC1C)C(F)(F)F)C (3S,4R)-N-(4-fluoro-3-methylphenyl)-4-methyl-1-(5-(5-methyl-3-(trifluoromethyl)-1H-pyrazol-4-yl)-1H-pyrrole-2-carbonyl)pyrrolidine-3-carboxamide